C1(CCC1)OC1=NC=CC=C1C1=CC(=C(C(=C1)F)CCCCC(=O)O)F 5-[4-(2-cyclobutoxy-pyridin-3-yl)-2,6-difluoro-phenyl]-pentanoic acid